C(C=C)(=O)N1C(CN(CC1)C1=NC(=NC=2CC(CCC12)N1CCCC2=CC(=CC=C12)C(=O)OC)OCCN1CCCC1)CC#N methyl 1-(4-(4-acryloyl-3-(cyanomethyl)piperazin-1-yl)-2-(2-(pyrrolidin-1-yl)ethoxy)-5,6,7,8-tetrahydroquinazolin-7-yl)-1,2,3,4-tetrahydroquinoline-6-carboxylate